OB1OCC2=C1C(=C(C=C2)C(=O)N[C@@H](C(C)C)C(=O)OCC2=NC(=NC=C2)NC)C (2-(methylamino)pyrimidin-4-yl)methyl (1-hydroxy-7-methyl-1,3-dihydrobenzo[c][1,2]oxaborole-6-carbonyl)-L-valinate